S-(4-tolyl)-L-cysteine C1(=CC=C(C=C1)SC[C@H](N)C(=O)O)C